C(C)(C)C1=C(NC2=CC=C(C=C12)C1CCNCC1)C1=CC=2N(C(=C1)C)C=CN2 7-(3-isopropyl-5-(piperidin-4-yl)-1H-indol-2-yl)-5-methylimidazo[1,2-a]pyridine